11,11-dibutyl-benzo[b]fluorene C(CCC)C1(C=2C=CC=CC2C=2C=C3C(=CC12)C=CC=C3)CCCC